ClC1=CC(=C(N)C=C1C=1C=NOC1C)N1CCCCC1 4-chloro-5-(5-methylisoxazol-4-yl)-2-(piperidin-1-yl)aniline